NC=1C(=NON1)C1=NC2=C(N1CC(=O)NC1=CC=C(C=C1)[N+](=O)[O-])C=CC=C2 2-(2-(4-amino-1,2,5-oxadiazol-3-yl)-1H-benzo[d]imidazol-1-yl)-N-(4-nitrophenyl)acetamide